FC1(CN(CC1)C=1N=CC(=NC1)C(=O)N)CNC 5-[3-fluoro-3-(methylaminomethyl)pyrrolidin-1-yl]Pyrazine-2-carboxamide